1-(3-chloropyridin-2-yl)but-3-en-1-ol ClC=1C(=NC=CC1)C(CC=C)O